ClC1=CC=C(CN2C(=C(C=3C2=NC=C(C3)C(C)C)C(=O)C3CCC3)CC(C(=O)O)(C)C)C=C1 (1-(4-chlorobenzyl)-3-(cyclobutanecarbonyl)-5-isopropyl-1H-pyrrolo[2,3-b]pyridin-2-yl)-2,2-dimethylpropionic acid